OC1=CC=C(C=C1)C(C(C(F)(F)F)(C1=CC=C(C=C1)O)F)(F)F L-3,2-bis-(4-hydroxyphenyl)hexafluoropropane